4-(2-(((R)-((S)-7-(1,6-dimethyl-1H-indazol-5-yl)-2,3-dihydro-1H-pyrido[2,3-b][1,4]oxazin-3-yl)(phenyl)methyl)amino)ethyl)benzonitrile CN1N=CC2=CC(=C(C=C12)C)C1=CC2=C(O[C@@H](CN2)[C@@H](C2=CC=CC=C2)NCCC2=CC=C(C#N)C=C2)N=C1